(S)-3-(methylamino)-2,3-dihydrobenzofuran-6-carboxylate CN[C@@H]1COC2=C1C=CC(=C2)C(=O)[O-]